1α-methylandrostan-17β-ol-3-one C[C@H]1CC(=O)CC2[C@]1(C3CC[C@@]4([C@H](CCC4C3CC2)O)C)C